ClC=1C=CC(=C(C1)NN(C1(N(C2=CC=CC=C2C1NC(CCC1=CC=C(C=C1)NC(=O)N1CCC(CC1)C(N(CCO)CCO)=O)=O)C(=O)[O-])C(=O)[O-])C(C=O)=O)N1N=NN=C1 2-(((5-chloro-2-(1H-tetrazol-1-yl) phenyl) amino)-2-oxoacetylamino)-3-(4-(4-(bis(2-hydroxyethyl) carbamoyl) piperidine-1-carboxamido) phenylpropionamido)-1H-indole-1,2-dicarboxylate